2-chloro-4-((2-cyclopropylbenzyl)amino)pyrimidin-5-carboxamide ClC1=NC=C(C(=N1)NCC1=C(C=CC=C1)C1CC1)C(=O)N